C(OC1=CC=C(C=C1)[N+](=O)[O-])(OC1=C2C3=C(C(OC2=CC(=C1)CCCCC)(C)C)C=CC(=C3)C)=O 4-nitrophenyl (6,6,9-trimethyl-3-pentyl-6H-benzo[c]chromen-1-yl) carbonate